4-bromo-N-methyl-pyrimidin-2-one BrC1=NC(N(C=C1)C)=O